N-(2-chlorophenyl)-4-((2-((4-((1-(2-(4-(4-(2,6-dioxopiperidin-3-yl)phenyl)piperazin-1-yl)ethyl)piperidin-4-yl)methoxy)phenyl)amino)-5-fluoropyrimidin-4-yl)amino)benzamide ClC1=C(C=CC=C1)NC(C1=CC=C(C=C1)NC1=NC(=NC=C1F)NC1=CC=C(C=C1)OCC1CCN(CC1)CCN1CCN(CC1)C1=CC=C(C=C1)C1C(NC(CC1)=O)=O)=O